BrC1=NC(=CC2=C1OCC(O2)C(=O)O)I 5-Bromo-7-iodo-2,3-dihydro-[1,4]dioxino[2,3-c]pyridine-2-carboxylic acid